Trinatrium phosphat P(=O)([O-])([O-])[O-].[Na+].[Na+].[Na+]